C(C1=CC=CC=C1)N1CC=2C=NC3N(C2CC1)CCN3CC 7-benzyl-3-ethyl-2,3,6,7,8,9-hexahydroimidazo[1,2-a]pyrido[3,4-e]pyrimidine